2-(4-tert-butyl-2,5-dimethyl-phenyl)-4,4,5,5-tetramethyl-1,3,2-dioxaborolane C(C)(C)(C)C1=CC(=C(C=C1C)B1OC(C(O1)(C)C)(C)C)C